N1(CCC1)C[C@H]([C@H](O)C1=CC2=C(OCCO2)C(=C1)F)NC(=O)[C@H]1CN(CC1)C1=CC2=CC=CC=C2C=C1 (R)-N-((1R,2R)-3-(azetidin-1-yl)-1-(8-fluoro-2,3-dihydrobenzo[b][1,4]dioxin-6-yl)-1-hydroxypropan-2-yl)-1-(naphthalen-2-yl)pyrrolidine-3-carboxamide